3-(2-((3r,5r,7r)-adamantan-1-yl)acetoxy)-2-((((4-(dimethylamino)butoxy)carbonyl)oxy)methyl)propyl (9Z,12Z)-octadeca-9,12-dienoate C(CCCCCCC\C=C/C\C=C/CCCCC)(=O)OCC(COC(CC12CC3CC(CC(C1)C3)C2)=O)COC(=O)OCCCCN(C)C